[N+](=O)([O-])C1=CC=C(C(=O)O[C@@H]2C[C@H](N3N=C(N=C32)Br)C3=NC=CC=C3Cl)C=C1 |r| rac-(5S,7R)-2-bromo-5-(3-chloropyridin-2-yl)-6,7-dihydro-5H-pyrrolo[1,2-b][1,2,4]triazol-7-yl 4-nitrobenzoate